C1(CC1)NC=1C2=C(N=C(N1)C1=C(C(=CC(=C1Cl)OC)OC)Cl)C=NC(=C2)N[C@@H]2COCC[C@@H]2NC(C=C)=O N-((3S,4S)-3-((4-(cyclopropylamino)-2-(2,6-dichloro-3,5-dimethoxyphenyl)pyrido[3,4-d]pyrimidin-6-yl)amino)tetrahydro-2H-pyran-4-yl)acrylamide